1-methyl-4-[1-methyl-4-(3-{[1-methyl-4-(1-methylimidazole-2-amido)pyrrol-2-yl]formamido}propanamido)imidazole-2-amido]pyrrol CN1C=CC(=C1)NC(=O)C=1N(C=C(N1)NC(CCNC(=O)C=1N(C=C(C1)NC(=O)C=1N(C=CN1)C)C)=O)C